C1(CC1)C1=NN=C(O1)C(C)NC[C@@H](C)C1=NN2C(CN([C@@H](C2)C)C(C2=CC(=C(C=C2)Cl)Cl)=O)=C1C(=O)OCC (6R)-ethyl 2-((2R)-1-((1-(5-cyclopropyl-1,3,4-oxadiazol-2-yl)ethyl)amino)propan-2-yl)-5-(3,4-dichlorobenzoyl)-6-methyl-4,5,6,7-tetrahydropyrazolo[1,5-a]pyrazine-3-carboxylate